C1(CC1)N1CCC(CC1)OC1=CC=C(C=C1)[N+](=O)[O-] 1-cyclopropyl-4-(4-nitrophenoxy)piperidine